CCCCCCCCCCCCCCCCCCCCOC[C@H](COP(=O)([O-])OCC[N+](C)(C)C)OC(=O)CCCCCCCCC/C=C\CCCCCCCCCC 1-eicosyl-2-(11Z-docosenoyl)-glycero-3-phosphocholine